2-[2-[4-(dimethylamino)phenyl]ethyl]benzoxazole CN(C1=CC=C(C=C1)CCC=1OC2=C(N1)C=CC=C2)C